5-{2-amino-[1,2,4]triazolo[1,5-a]pyridin-7-yl}-N-[(3R)-3-(4-fluorophenyl)-3-hydroxypropyl]-2-methoxypyridine-3-carboxamide NC1=NN2C(C=C(C=C2)C=2C=C(C(=NC2)OC)C(=O)NCC[C@@H](O)C2=CC=C(C=C2)F)=N1